(3-(Methoxymethoxy)-8-((triisopropylsilyl)ethynyl)naphth-1-yl) trifluoromethanesulfonate FC(S(=O)(=O)OC1=CC(=CC2=CC=CC(=C12)C#C[Si](C(C)C)(C(C)C)C(C)C)OCOC)(F)F